N-tert-butyl-7-methoxy-N-methyl-1-(thiophen-3-yl)-8-(1H-1,2,3-triazol-4-yl)-1,4-dihydrobenzopyrano[4,3-c]pyrazole-3-carboxamide C(C)(C)(C)N(C(=O)C=1C2=C(N(N1)C1=CSC=C1)C1=C(OC2)C=C(C(=C1)C=1N=NNC1)OC)C